3-(2-chloroethyl)quinazoline ClCCN1CN=C2C=CC=CC2=C1